C(CCC)C1=CC=C(C=C1)N1C=2C=C3C(=CC2N(C=2C=C4C(=CC12)C=CC=C4)C4=CC=C(C=C4)CCCC)C=CC=C3 6,13-bis(4-n-butylphenyl)-6,13-dihydrodibenzo[b,i]phenazine